[2-({[2-(2,6-dioxopiperidin-3-yl)-1-oxo-2,3-dihydro-1H-isoindol-5-yl] methyl} carbamoyl) phenyl] acetate C(C)(=O)OC1=C(C=CC=C1)C(NCC=1C=C2CN(C(C2=CC1)=O)C1C(NC(CC1)=O)=O)=O